(1-hydroxy-1,2-dihydronaphthalen-2-yl)-3-(3-methoxyphenyl)-2-oxoindoline-1-carboxylate OC1C(C=CC2=CC=CC=C12)OC(=O)N1C(C(C2=CC=CC=C12)C1=CC(=CC=C1)OC)=O